2-amino-N-(1-methyl-4-oxo-2-(trifluoromethyl)-1,4-dihydroquinolin-7-yl)acetamide NCC(=O)NC1=CC=C2C(C=C(N(C2=C1)C)C(F)(F)F)=O